2-(4-(5-Amino-4-cyano-1-cyclopentyl-1H-pyrazol-3-yl)phenyl)acetic acid NC1=C(C(=NN1C1CCCC1)C1=CC=C(C=C1)CC(=O)O)C#N